5-[4,6-difluoro-1-(2-trimethylsilylethoxymethyl)indol-5-yl]oxy-2-(methoxymethoxy)benzenecarbothioamide FC1=C2C=CN(C2=CC(=C1OC=1C=CC(=C(C1)C(N)=S)OCOC)F)COCC[Si](C)(C)C